C(OC[C@]1(O[C@H]([C@@H]([C@@H]1O)O)C1=CC=C2C(=NC=NN21)N)C#N)(OCCC2=CC=CC=C2)=O ((2R,3S,4R,5S)-5-(4-aminopyrrolo[2,1-f][1,2,4]triazin-7-yl)-2-cyano-3,4-dihydroxytetrahydrofuran-2-yl)methyl phenethyl carbonate